C1(OC=CO1)=O.C=C ethylene Vinylene Carbonate